(S)-2-(4-Bromophenyl)-2-((4-methoxyphenyl)amino)-1-phenylethan-1-one BrC1=CC=C(C=C1)[C@@H](C(=O)C1=CC=CC=C1)NC1=CC=C(C=C1)OC